N1C=NC=2C=CC=3C=NC=4C=CC=CC4C3C21 imidazophenanthridine